Cl.N1=CN=CC2=C1C=CC=N2 pyrido[3,2-d]pyrimidine hydrochloride